C1(=CC=CC=C1)C1=C(C=C(C=C1C(=O)Cl)C(=O)Cl)C(=O)Cl benzenetrimesic chloride